CC1=CC=CC(=N1)C=1N=CC=2OCCN(C2N1)C1=CC=NC=C1 2-(6-methylpyridin-2-yl)-8-(pyridin-4-yl)-7,8-dihydro-6H-pyrimido[5,4-b][1,4]oxazine